COC1=CC=C(CNC(C)=O)C=C1 N-(4-methoxybenzyl)acetamide